4-(4'-amino-4-bromo-4''-sulfamoyl-[1,1':3',1''-terphenyl]-5'-yl)piperazine-1-carboxamide NC1=C(C=C(C=C1N1CCN(CC1)C(=O)N)C1=CC=C(C=C1)Br)C1=CC=C(C=C1)S(N)(=O)=O